methyl 2-(6-bromo-4-(difluoromethyl)-1-oxophthalazin-2(1H)-yl)acetate BrC=1C=C2C(=NN(C(C2=CC1)=O)CC(=O)OC)C(F)F